CC1C(N(CC1)C(NC1=CC=C(C=C1)C(C)C)=O)C(=O)O 3-methyl-1-{[4-(propan-2-yl)phenyl]carbamoyl}pyrrolidine-2-carboxylic acid